FC1=CC2=C(N(C(N2)=O)C(=C)C)C=C1 5-fluoro-1-isopropenyl-1,3-dihydro-2H-benzimidazole-2-one